FC1=C(C=CC=C1)C1=CC=CC=C1 2-fluoro[biphenyl]